[Si](C)(C)(C(C)(C)C)OC1=CC=C(C=C1)C(C)(C)C1=CC=C(C=C1)C(C)=O 1-(4-(2-(4-((tert-butyldimethylsilyl)oxy)phenyl)propan-2-yl)phenyl)ethan-1-one